FC1=C(C(=CC=C1C=1C=NN(C1)CCC1COCC1)O)N1CC(NS1(=O)=O)=O 5-(2-fluoro-6-hydroxy-3-(1-(2-(tetrahydrofuran-3-yl)ethyl)-1H-pyrazol-4-yl)phenyl)-1,2,5-thiadiazolidin-3-one 1,1-dioxide